NC1=NC=2C=C(C=CC2C2=C1CCO2)CN(C(=O)C=2C=NC(=CC2)C(F)(F)F)C=2C(=NC=CC2)S(=O)(=O)C N-({4-amino-2H,3H-furo[3,2-c]quinolin-7-yl}methyl)-N-(2-methanesulfonylpyridin-3-yl)-6-(trifluoromethyl)pyridine-3-carboxamide